2-((3-(4-propylphenethyl)-1,2,4-oxadiazol-5-yl)methyl)acrylic acid C(CC)C1=CC=C(CCC2=NOC(=N2)CC(C(=O)O)=C)C=C1